2-((4S,5S)-5-benzyl-2,2-dimethyl-1,3-dioxolan-4-yl)ethanol C(C1=CC=CC=C1)[C@H]1[C@@H](OC(O1)(C)C)CCO